COC=1C=C(CNCCNCC2=CC(=C(C(=C2)OC)OC)OC)C=C(C1OC)OC N,N'-bis(3,4,5-trimethoxybenzyl)ethylenediamine